4-((2-(2-(2-(2-(4-(4-amino-3-(4-phenoxyphenyl)-1H-pyrazolo[3,4-d]pyrimidine-1-yl)piperidin-1-yl)ethoxy)ethoxy)ethoxy)ethyl)thio)-2-(2,6-dioxopiperidin-3-yl)isoindoline-1,3-dione NC1=C2C(=NC=N1)N(N=C2C2=CC=C(C=C2)OC2=CC=CC=C2)C2CCN(CC2)CCOCCOCCOCCSC2=C1C(N(C(C1=CC=C2)=O)C2C(NC(CC2)=O)=O)=O